6-amino-3-(2-methoxyethyl)-5-(4-(trifluoromethyl)phenyl)quinazolin-4(3H)-one NC=1C(=C2C(N(C=NC2=CC1)CCOC)=O)C1=CC=C(C=C1)C(F)(F)F